2-ethoxy-2-methyl-5-nitrobenzo[d][1,3]dioxole C(C)OC1(OC2=C(O1)C=CC(=C2)[N+](=O)[O-])C